(5RS,8RS)-2-(3-Chloro-4-fluorobenzyl)-8-methyl-3-oxo-2,3,5,6,7,8-hexahydro[1,2,4]triazolo[4,3-a]pyridin ClC=1C=C(CN2N=C3N(CCC[C@H]3C)C2=O)C=CC1F |r|